dodecylthioxanthone C(CCCCCCCCCCC)C1=CC=CC=2SC3=CC=CC=C3C(C12)=O